N-(7-(4,4-difluoropiperidin-1-yl)imidazolo[1,2-c]pyrimidin-5-yl)-4-((2-hydroxyethyl)sulfamoyl)-2-(6-azaspiro[2.5]octan-6-yl)benzamide FC1(CCN(CC1)C1=CC=2N(C(=N1)NC(C1=C(C=C(C=C1)S(NCCO)(=O)=O)N1CCC3(CC3)CC1)=O)C=CN2)F